2-[2-(3-chloro-2-methyl-phenyl)ethynyl]-1-methyl-5-(6-methyl-3-pyridinyl)imidazole-4-carboxamide ClC=1C(=C(C=CC1)C#CC=1N(C(=C(N1)C(=O)N)C=1C=NC(=CC1)C)C)C